C(C1=CC=CC=C1)N1CCC(CC1)C1=NN(C(=C1)NCC=1SC(=CC1)Cl)C(C(C)(C)C)=O 1-[3-(1-benzylpiperidin-4-yl)-5-[(5-chlorothiophen-2-yl)methyl]amino-1H-pyrazol-1-yl]-2,2-dimethylpropan-1-one